(2S,4R)-1-(2-(3-acetyl-5-(2-methoxypyrimidin-5-yl)-1H-indazol-1-yl)acetyl)-N-(6-bromopyridin-2-yl)-4-fluoropyrrolidine-2-carboxamide C(C)(=O)C1=NN(C2=CC=C(C=C12)C=1C=NC(=NC1)OC)CC(=O)N1[C@@H](C[C@H](C1)F)C(=O)NC1=NC(=CC=C1)Br